(R)-N-(8-Fluoro-3-(2-hydroxyethyl)-6-oxo-1,2,3,4,5,6-hexahydrobenzo[c][1,7]naphthyridin-1-yl)-N-methyl-1H-indole-2-carboxamide FC=1C=CC2=C(C(NC=3CN(C[C@@H](C23)N(C(=O)C=2NC3=CC=CC=C3C2)C)CCO)=O)C1